2-(morpholin-4-yl)-ethylamine N1(CCOCC1)CCN